cis-isodecadienal C(\C=C/C=CCCC(C)C)=O